C1=C2CN3C(C2=CC=C1)=NC1=C3C=CC=C1 BENZO[4,5]IMIDAZO[2,1-A]ISOINDOLE